14-((2-(2,6-dioxopiperidin-3-yl)-1-oxoisoindolin-4-yl)amino)-3,6,9,12-tetraoxatetradecane O=C1NC(CCC1N1C(C2=CC=CC(=C2C1)NCCOCCOCCOCCOCC)=O)=O